2-methyl-5-[(1S,5R)-6-methyl-3,6-diazabicyclo[3.1.1]hept-3-yl]benzoic acid CC1=C(C(=O)O)C=C(C=C1)N1C[C@H]2N([C@@H](C1)C2)C